(8-((4-((2-(methylsulfonyl)ethyl)amino)-1H-pyrrolo[2,3-b]pyridin-6-yl)amino)-2,3-dihydrobenzo[b][1,4]dioxin-5-yl)(morpholino)methanone CS(=O)(=O)CCNC1=C2C(=NC(=C1)NC1=CC=C(C3=C1OCCO3)C(=O)N3CCOCC3)NC=C2